O1C2=C(OCC1)C=C(C=C2)[C@H]([C@@H](CN2CCCC2)NC(=O)[C@H]2CN(CC2)C2=CC1=CC=C(C=C1C=C2)F)O (R)-N-((1R,2R)-1-(2,3-dihydrobenzo[b][1,4]dioxin-6-yl)-1-hydroxy-3-(pyrrolidin-1-yl)propan-2-yl)-1-(6-fluoronaphthalen-2-yl)pyrrolidine-3-carboxamide